CC1=NC=C2N1C1=C(C=NC2)C=CC=C1 methyl-4H-benzo[f]imidazo[1,5-a][1,4]diazepin